5-((6-((1-Oxo-1,3-dihydroisobenzofuran-5-yl)amino)-3,4-dihydroisochinolin-2(1H)-yl)methyl)isobenzofuran-1(3H)-on O=C1OCC2=CC(=CC=C12)NC=1C=C2CCN(CC2=CC1)CC=1C=C2COC(C2=CC1)=O